FC(C(=O)OC)(S(=O)(=O)OCC(F)(F)F)F methyl difluoro[(2,2,2-trifluoroethoxy)sulfonyl]acetate